4-Isopropylcyclohex-2-ene C(C)(C)C1C=CCCC1